C(C)(C)OC(=O)NS(=O)(=O)C(F)(F)F Isopropoxycarbonyl-Trifluoromethyl-Sulfonamide